3-(3-(4-(Chloromethyl)phenyl)-5-(1-methyl-1H-1,2,3-triazol-5-yl)-3H-imidazo[4,5-b]pyridin-2-yl)pyridin-2-amine ClCC1=CC=C(C=C1)N1C(=NC=2C1=NC(=CC2)C2=CN=NN2C)C=2C(=NC=CC2)N